C(C(=C)CC(=O)O)(=O)O.C(C(=C)CC(=O)O)(=O)O.C(C(=C)CC(=O)O)(=O)O.C(C(=C)CC(=O)O)(=O)O.C(C(=C)CC(=O)O)(=O)O.OCC(CO)(COCC(CO)(CO)CO)CO dipentaerythritol pentaitaconate